tert-butyl ((1r,4r)-4-((2-hydroxy-5-(trifluoromethyl)phenyl)amino)cyclohexyl)carbamate OC1=C(C=C(C=C1)C(F)(F)F)NC1CCC(CC1)NC(OC(C)(C)C)=O